C(C)(=O)OC(C(C=C)C)C1=CC=C(C=C1)C 2-methyl-1-(p-tolyl)but-3-enyl acetate